C(CC(C)C)OC1=NC2=CC=CC=C2C=C1 2-(isopentyloxy)quinolin